4-(benzylsulfanyl)-1,2-oxazole C(C1=CC=CC=C1)SC=1C=NOC1